C(#N)CC1CN(CC1)CC(=O)NC=1C=CC=C2C(=CNC12)C1=NC(=NC=C1C)NC1=NN(C(=C1)C)C 2-(3-(cyanomethyl)pyrrolidin-1-yl)-N-(3-(2-((1,5-dimethyl-1H-pyrazol-3-yl)amino)-5-methylpyrimidin-4-yl)-1H-indol-7-yl)acetamide